N-[(3S)-2-oxo-5-phenyl-1,3-dihydro-1,4-benzodiazepin-3-yl]-2-phenyl-6-(trideuteriomethoxy)-imidazo[1,2-b]-pyridazine-3-carboxamide O=C1NC2=C(C(=N[C@@H]1NC(=O)C1=C(N=C3N1N=C(C=C3)OC([2H])([2H])[2H])C3=CC=CC=C3)C3=CC=CC=C3)C=CC=C2